FC1=C(C(=O)N([C@H]2CNCCC2)C=2C=C3C(=CN2)N(C=C3)C)C=CC(=C1)C1=CC=NC=C1 (R)-2-fluoro-N-(1-methyl-1H-pyrrolo[2,3-c]pyridin-5-yl)-N-(piperidin-3-yl)-4-(pyridin-4-yl)benzamide